ClC1=CC=CC(=N1)N1CCN(CC1)C 1-(6-chloropyridin-2-yl)-4-methylpiperazine